C(=O)C1=C(C=CC(=C1)Cl)NS(=O)(=O)C1=CC=C(C)C=C1 N-(2-formyl-4-chlorophenyl)p-toluenesulfonamide